(S)-7-(2,5-dioxo-2,5-dihydro-1H-pyrrol-1-yl)-2,2-dimethyl-4,10-dioxo-3,9,14,17,20,23-hexaoxa-5,11-diazahexacosan-26-oic acid O=C1N(C(C=C1)=O)[C@@H](CNC(OC(C)(C)C)=O)COC(NCCOCCOCCOCCOCCC(=O)O)=O